NC=1C(=NON1)N1N=NC(=C1C)C(=O)OCCOC 2-methoxyethyl 1-(4-amino-1,2,5-oxadiazol-3-yl)-5-methyl-1,2,3-triazole-4-carboxylate